C(C)(=O)N1CCN(CC1)C1CCN(CC1)C1=C(C=C(C(=C1)OC)NC1=NC=NC(=C1)N1OCC[C@@H]1C1=C(C=C(C=C1)F)F)NC(C=C)=O N-(2-(4-(4-acetylpiperazine-1-yl)piperidine-1-yl)-5-((6-((R)-3-(2,4-difluorophenyl)isoxazolidine-2-yl)pyrimidine-4-yl)amino)-4-methoxyphenyl)acrylamide